mono-n-butoxytitanium C(CCC)O[Ti]